3-(2-Fluoro-4-piperidin-4-yl-phenylamino)-piperidine-2,6-dione hydrochloride Cl.FC1=C(C=CC(=C1)C1CCNCC1)NC1C(NC(CC1)=O)=O